(S)-tert-butyl 3-((3-bromo-1-(difluoromethyl)-1H-pyrazol-4-yl)oxy)pyrrolidine-1-carboxylate BrC1=NN(C=C1O[C@@H]1CN(CC1)C(=O)OC(C)(C)C)C(F)F